ONC(NCC[C@H](N)C(=O)O)=N Nω-Hydroxy-norarginine